1,1,1,3,3,3-Hexafluoropropan-2-yl (S)-1-((2-methylpyridin-3-yl)carbamoyl)-6-azaspiro[2.5]octan-6-carboxylat CC1=NC=CC=C1NC(=O)[C@H]1CC12CCN(CC2)C(=O)OC(C(F)(F)F)C(F)(F)F